N,N-dioctadecyl-2-fluoroethylammonium tetrakis(pentafluorophenyl)borate FC1=C(C(=C(C(=C1[B-](C1=C(C(=C(C(=C1F)F)F)F)F)(C1=C(C(=C(C(=C1F)F)F)F)F)C1=C(C(=C(C(=C1F)F)F)F)F)F)F)F)F.C(CCCCCCCCCCCCCCCCC)[NH+](CCCCCCCCCCCCCCCCCC)CCF